dimethyl (5-((tert-butyldimethylsilyl)oxy)pentyl)phosphonate [Si](C)(C)(C(C)(C)C)OCCCCCP(OC)(OC)=O